ClCC(=O)NC12CC3C4=C(C(CC(C1)(C3)C)C2)C=C(C=C4)F 2-chloro-N-(2-fluoro-9-methyl-5,6,8,9,10,11-hexahydro-7H-5,9:7,11-dimethanobenzo[9]annulen-7-yl)acetamide